((benzyloxy)carbonyl)-L-tryptophan C(C1=CC=CC=C1)OC(=O)N[C@@H](CC1=CNC2=CC=CC=C12)C(=O)O